3-(2'-hydroxypropoxy)-propane-1,2-diol OC(COCC(CO)O)C